C1(=CC(=CC(=C1)CC(=O)Cl)CC(=O)Cl)CC(=O)Cl 1,3,5-benzenetriacetyl chloride